(R)-2-((4-aminophenethyl)amino)-1-phenylethan-1-ol hydrochloride salt Cl.NC1=CC=C(CCNC[C@H](O)C2=CC=CC=C2)C=C1